(3-((4-(4-(3-bromo-4-fluorophenyl)-5-oxo-4,5-dihydro-1,2,4-oxadiazol-3-yl)-1,2,5-oxadiazol-3-yl)thio)piperidin-1-yl)sulfonylcarbamic acid tert-butyl ester C(C)(C)(C)OC(NS(=O)(=O)N1CC(CCC1)SC1=NON=C1C1=NOC(N1C1=CC(=C(C=C1)F)Br)=O)=O